indolin-2,3-dione N1C(C(C2=CC=CC=C12)=O)=O